C1(=CC=CC2=CC=CC=C12)CNC(C[C@H](C)C(C(=O)N)CC(=O)N)=O ((S)-4-((naphthalen-1-ylmethyl)amino)-4-oxobutan-2-yl)succinamide